N-(3-cyano-4-methyl-1H-indol-7-yl)-3-fluoro-1-(2-hydroxy-2-methyl-propyl)pyrazole-4-sulfonamide C(#N)C1=CNC2=C(C=CC(=C12)C)NS(=O)(=O)C=1C(=NN(C1)CC(C)(C)O)F